5-methyl-4-(1-(2-nitrobenzenesulfonyl)indol-5-yl)thiazol-2-amine CC1=C(N=C(S1)N)C=1C=C2C=CN(C2=CC1)S(=O)(=O)C1=C(C=CC=C1)[N+](=O)[O-]